1-(4-fluorobenzyl)-4-hydroxy-N-((1s,4s)-1-(hydroxymethyl)-4-methylcyclohexyl)-2-oxo-1,2-dihydro-1,8-naphthyridine-3-carboxamide FC1=CC=C(CN2C(C(=C(C3=CC=CN=C23)O)C(=O)NC2(CCC(CC2)C)CO)=O)C=C1